C(C1=CC=CC=C1)N1CCN(C12COC2)C(=O)C2=CC=C(C=C2)/C=C/C(=O)C2=CC=CC=C2 (E)-3-(4-(8-benzyl-2-oxa-5,8-diazaspiro[3.4]octane-5-carbonyl)phenyl)-1-phenylprop-2-en-1-one